C(C1=CC=CC=C1)OC([C@@H]([C@@H](OC)[C@H]1N(CCC1)C(=O)OC(C)(C)C)C)=O (S)-tert-butyl 2-((1R,2R)-3-(benzyloxy)-1-methoxy-2-methyl-3-oxopropyl)pyrrolidine-1-carboxylate